C(C)(=O)NC1CC([NH+](C(C1)(C)C)[O-])(C)C 4-acetylamino-2,2,6,6-tetramethylpiperidine oxide